C(C)(C)(C)C1=C(C(=CC(=C1)CC)C(C)(C)C)O 2,6-di-tertiarybutyl-4-ethylphenol